COC=1N=C2C(=NC1CO)N(C(=N2)C2=C(C=C(C=C2C)C(F)(F)F)OC)C [5-Methoxy-2-[2-methoxy-6-methyl-4-(trifluoromethyl)phenyl]-1-methyl-imidazo[4,5-b]pyrazin-6-yl]methanol